(E)-1-(3-(pyrazin-2-yl)acryloyl)-1,5,6,7-tetrahydro-2H-azepin-2-one N1=C(C=NC=C1)C=CC(=O)N1C(\C=C\CCC1)=O